(S)-N-(2-(1H-indol-3-yl)-1-(5-((3-methylbut-2-en-1-yl)mercapto)-1,3,4-oxadiazol-2-yl)ethyl)-2-(4-(trifluoromethyl)phenyl)acetamide N1C=C(C2=CC=CC=C12)C[C@@H](C=1OC(=NN1)SCC=C(C)C)NC(CC1=CC=C(C=C1)C(F)(F)F)=O